NC1=C(C=C(C=C1)N(C(C(F)F)=O)C)I N-(4-amino-3-iodophenyl)-2,2-difluoro-N-methylacetamide